BrCC1=C(C=C(CO)C=C1)Cl 4-(bromomethyl)-3-chlorobenzyl alcohol